methylbenzo[b][1,4]dioxepin-3-one CC1C(COC2=C(O1)C=CC=C2)=O